7-[(3R,4R)-3,4-dihydroxypyrrolidin-1-yl]-6-fluoro-N-(2-methylpent-3-yl)-4-oxo-1-(2,4,6-trifluorophenyl)-1,4-dihydro-1,8-naphthyridine-3-carboxamide O[C@@H]1CN(C[C@H]1O)C1=C(C=C2C(C(=CN(C2=N1)C1=C(C=C(C=C1F)F)F)C(=O)NC(C(C)C)CC)=O)F